BrC1=NN(C(=C1)Br)C1CN(CCC1)C(=O)OC(C)(C)C tert-Butyl 3-(3,5-dibromo-1H-pyrazol-1-yl)piperidine-1-carboxylate